C(C(=C)C)(=O)OCC(C[N+](C)(C)C)O N-(3-methacryloyloxy-2-hydroxypropyl)-N,N,N-trimethylammonium